N-(4-chloro-1-(2,2-difluoroethyl)-7-nitro-1H-indazol-3-yl)cyclopropanesulfonamide ClC1=C2C(=NN(C2=C(C=C1)[N+](=O)[O-])CC(F)F)NS(=O)(=O)C1CC1